trans-6-(5-methoxypyridin-3-yl)-4-azaspiro[2.4]heptane-7-carbonitrile COC=1C=C(C=NC1)[C@@H]1CNC2(CC2)[C@H]1C#N